OC1=C(C=C(C=C1O)S(=O)(=O)[O-])S(=O)(=O)[O-].[Na+].[Na+] sodium 4,5-dihydroxy-1,3-benzenedisulfonate